CON=C1CCC2=CC(=CC=C12)Br 5-bromo-2,3-dihydro-1H-inden-1-one O-methyl oxime